C(C)(C)(C)OC(=O)NC1(CC2=CC(=CC=C2CC1)OC1=CC(=CC=C1)C1=NC=CC=C1)C(=O)OC methyl 2-((tert-butoxycarbonyl) amino)-7-(3-(pyridin-2-yl) phenoxy)-1,2,3,4-tetrahydronaphthalene-2-carboxylate